Methyl 5-amino-2-(4-tert-butyl-1H-pyrazol-1-yl)benzoate NC=1C=CC(=C(C(=O)OC)C1)N1N=CC(=C1)C(C)(C)C